benzyl N-[(1R)-1-[(2S)-5-azido-6-hydroxy-tetrahydropyran-2-yl]ethyl]-N-benzyl-carbamate N(=[N+]=[N-])C1CC[C@H](OC1O)[C@@H](C)N(C(OCC1=CC=CC=C1)=O)CC1=CC=CC=C1